(S)-N'-(4-cyano-3-fluoro-2,6-diisopropylphenylcarbamoyl)-4-(2-hydroxypropan-2-yl)-5-methylfuran-2-sulfonimidamide C(#N)C1=C(C(=C(C(=C1)C(C)C)NC(=O)N=[S@@](=O)(N)C=1OC(=C(C1)C(C)(C)O)C)C(C)C)F